3-(1,1-Dimethylsilinan-4-yl)-5-({7-methyl-[1,2,4]triazolo[1,5-a]pyridin-6-yl}amino)-2H,3H-[1,3]oxazolo[4,5-d]pyrimidin-2-one C[Si]1(CCC(CC1)N1C(OC2=C1N=C(N=C2)NC=2C(=CC=1N(C2)N=CN1)C)=O)C